C(CCCCCCCC)[Zr] monon-nonyl-zirconium